[Fe].[Mn].[Sr].[La] lanthanum-strontium-manganese-iron